C(C)(C)(C)OC(=O)N1OCCC1C=1C=NC=C(C1)C(N)=O 3-(5-carbamoyl-3-pyridinyl)isoxazolidine-2-carboxylic acid tert-butyl ester